ClC1=C(C(=NC(=N1)C1=NC=CC=C1)OC1=CC=CC=C1)C(F)(F)F 6-chloro-4-phenoxy-2-(2-pyridyl)-5-trifluoromethylpyrimidine